(2S,3R)-tert-butyl 2-(benzyloxycarbonylamino)-3-((dimethylamino)methyl)hex-5-enoate C(C1=CC=CC=C1)OC(=O)N[C@H](C(=O)OC(C)(C)C)[C@H](CC=C)CN(C)C